ClC=1C=C2C=CN(C2=C(C1)C1=C2C(=NC=C1)C=C(S2)CN2C(C1C(C1C2=O)(C)C)=O)CC=2CCNCC2 3-((7-(5-Chloro-1-((1,2,3,6-tetrahydropyridin-4-yl)methyl)-1H-indol-7-yl)thieno[3,2-b]pyridin-2-yl)methyl)-6,6-dimethyl-3-azabicyclo[3.1.0]hexane-2,4-dione